3-methyl-2-[6-[(2S)-2-[2-(methylamino)ethyl]morpholin-4-yl]pyridazin-3-yl]-5-(trifluoromethyl)phenol CC=1C(=C(C=C(C1)C(F)(F)F)O)C=1N=NC(=CC1)N1C[C@@H](OCC1)CCNC